ClC1=C(C=C2CCN(C2=C1)C1=NC=NC2=CC=C(C=C12)C=1C=NC(=NC1)OC)F 4-(6-chloro-5-fluoro-indolin-1-yl)-6-(2-methoxypyrimidin-5-yl)quinazoline